(S)-6-(((5-bromo-2-chloropyridin-3-yl)(1-(2-hydroxyethyl)-1H-1,2,3-triazol-4-yl)methyl)amino)-8-chloro-4-((3-chloro-4-fluorophenyl)amino)quinoline-3-carbonitrile BrC=1C=C(C(=NC1)Cl)[C@@H](C=1N=NN(C1)CCO)NC=1C=C2C(=C(C=NC2=C(C1)Cl)C#N)NC1=CC(=C(C=C1)F)Cl